C(#N)/C(/C(=O)NC1=CC=C(C(=O)NCC2=C(C=C(C=C2)Cl)Cl)C=C1)=C\C1CC1 (E)-4-(2-cyano-3-cyclopropylacrylamido)-N-(2,4-dichlorobenzyl)benzamide